N1=C(C=CC=C1)C(=O)N[C@@H]1C[C@@H](CNC1)C1=CC=C(C(=O)OC)C=C1 Methyl 4-[(3R,5R)-5-(pyridine-2-carbonylamino)-3-piperidyl]benzoate